1,3-Diisocyanatopropene N(=C=O)C=CCN=C=O